CSC1SC(SC1SC)=CC1=CC=C(C=C1)C1=CC=C(C=C1)C=1C=C2SC=3C=C(C=CC3N(C2=CC1)CCCC)OC(C(=C)C#N)=O (7-(4'-((4,5-bis(methylthio)-1,3-dithiolan-2-ylidene) methyl) biphenyl-4-yl)-10-butyl-10H-phenothiazin-3-yl)-2-cyanoacrylate